O=C1N(CCC(N1)=O)C=1C=C(CN(C2CCN(CC2)C=2C(=CC3=C(C(C=4NC5=CC(=CC=C5C4C3=O)C#N)(C)C)C2)CC)C)C=CC1 8-(4-((3-(2,4-dioxotetrahydropyrimidin-1(2H)-yl)benzyl)(methyl)amino)piperidin-1-yl)-9-ethyl-6,6-dimethyl-11-oxo-6,11-dihydro-5H-benzo[b]carbazole-3-carbonitrile